C(C)(C)(C)OC(=O)NC1CCN(CC1)C1=CC=C(C=N1)C(CCC(=O)OC(C)(C)C)C#N tert-Butyl 4-[6-[4-(tert-butoxycarbonylamino)-1-piperidyl]-3-pyridyl]-4-cyano-butanoate